NC1=C2CCCCC2=CC=C1 cis-5-aminotetralin